COC(C1=CC=C(C(=C1)[N+](=O)[O-])OC)=O 4-methoxy-5-nitrobenzoic acid methyl ester